(E)-1-acetyl-2-((5-((E)-3-morpholino-3-oxoprop-1-en-1-yl)benzo[d]thiazol-2-yl)-methylene)indolin-3-one C(C)(=O)N1/C(/C(C2=CC=CC=C12)=O)=C/C=1SC2=C(N1)C=C(C=C2)\C=C\C(=O)N2CCOCC2